Dimethyl-octadecadienoic acid CC(=C(C(=O)O)C)C=CCCCCCCCCCCCCC